BrC1=C(C=C(C=C1)NC(C(F)(F)F)=O)C N-(4-bromo-3-methylphenyl)-2,2,2-trifluoroacetamide